CO[C@@H]1[C@H]([C@H](O)O[C@@H]([C@@H]1O)C)O 6-Deoxy-3-O-methyl-beta-D-galactopyranose